2-(4-(4-acryloylpiperazin-1-yl)-6-chloroquinazolin-7-yl)-3-fluorobenzonitrile C(C=C)(=O)N1CCN(CC1)C1=NC=NC2=CC(=C(C=C12)Cl)C1=C(C#N)C=CC=C1F